5-(4-ethyltetrahydropyran-4-yl)-2-methoxy-benzenesulfonyl chloride C(C)C1(CCOCC1)C=1C=CC(=C(C1)S(=O)(=O)Cl)OC